[S-2].[Cd+2].[Pt+2].[S-2] platinum-cadmium sulfide